tert-butyl (5-bromo-4-fluoro-2-iodophenyl)carbamate BrC=1C(=CC(=C(C1)NC(OC(C)(C)C)=O)I)F